α-hydroxy-γ-methylenebutyric acid OC(C(=O)O)CC=C